ClC1=C(C(=O)N[C@H](C(=O)O)CC=2C=CC(=C3C(=CC=NC23)C)C2=C(C=C(C(=C2)F)F)OC)C(=CC=C1)Cl (S)-2-(2,6-dichlorobenzoylamino)-3-(5-(4,5-difluoro-2-methoxyphenyl)-4-methylquinolin-8-yl)propionic acid